C(C1=CC=CC=C1)N1CC2(C(C2C1)CO)C=1C=C2C=NN(C2=CC1C)C1=CC=C(C=C1)F (3-Benzyl-1-(1-(4-fluorophenyl)-6-methyl-1H-indazol-5-yl)-3-azabicyclo[3.1.0]hexan-6-yl)methanol